3,3'-(1,1,3,3-tetramethoxydisiloxane-1,3-diyl)bis(N,N-dimethylpropane-1-amine) CO[Si](O[Si](OC)(OC)CCCN(C)C)(OC)CCCN(C)C